3-[3-(2-Azaspiro[3.3]heptan-6-ylcarbamoyl)phenyl]-1-sulfamoyl-pyrrole-2-carboxylic acid C1NCC12CC(C2)NC(=O)C=2C=C(C=CC2)C2=C(N(C=C2)S(N)(=O)=O)C(=O)O